ClC1=NC=CC(=C1F)C=1C=NN(C1)C(C)C1=CC=C(C=C1)F 2-chloro-3-fluoro-4-(1-(1-(4-fluorophenyl)ethyl)-1H-pyrazol-4-yl)pyridine